N-(4-chloro-3-cyano-1H-indol-7-yl)-1-(oxetan-3-yl)pyrazole-4-sulfonamide ClC1=C2C(=CNC2=C(C=C1)NS(=O)(=O)C=1C=NN(C1)C1COC1)C#N